F[B-](F)(F)F.ClC1=C(N[N+]#N)C=CC(=C1)Cl 2,4-dichloroanilinediazonium fluoroborate